4-(aminomethyl)-1-methylcyclohexane-1-ol NCC1CCC(CC1)(O)C